(1S,5R)-N-(4-chloro-3-(1-(cyclopropylmethyl)-1H-1,2,4-triazol-3-yl)phenyl)-1-(5-methyl-1,3,4-oxadiazol-2-yl)-6-azabicyclo[3.1.1]heptane-6-carboxamide ClC1=C(C=C(C=C1)NC(=O)N1[C@@H]2CCC[C@]1(C2)C=2OC(=NN2)C)C2=NN(C=N2)CC2CC2